CC=1NC(=CN1)[N+](=O)[O-] 2-methyl-5-nitroimidazole